3-methoxy-N-methyl-4-{[3-(4-{[(1R,4R)-4-(3-methoxypiperidin-1-yl)cyclohexyl]amino}-1-(2,2,2-trifluoroethyl)-1H-indol-2-yl)prop-2-yn-1-yl]amino}benzamide COC=1C=C(C(=O)NC)C=CC1NCC#CC=1N(C2=CC=CC(=C2C1)NC1CCC(CC1)N1CC(CCC1)OC)CC(F)(F)F